C(C)(C)(C)C=1C=C(C=C(C1)C(C)(C)C)C(=O)C1=CC(=CC(=C1)C(C)(C)C)C(C)(C)C bis(3,5-di-tert-butylphenyl) ketone